4-(furo[3,2-c]pyridin-4-yl)-N-(trans-3-hydroxycyclohexyl)benzamide O1C=CC=2C(=NC=CC21)C2=CC=C(C(=O)N[C@@H]1C[C@H](CCC1)O)C=C2